N-{4-[3-(4-ethoxy-phenyl)-imidazo[1,2-a]Pyrazin-8-ylamino]-phenyl}-acetamide C(C)OC1=CC=C(C=C1)C1=CN=C2N1C=CN=C2NC2=CC=C(C=C2)NC(C)=O